NC1=NC(=CC(=N1)N1CCC2(C[C@H](NC2)C(=O)OCC)CC1)O[C@@H](C(F)(F)F)C1=C(C=C(C=C1)C1=CC(=CC(=C1)F)Cl)N1N=C(C=C1)C (S)-ethyl 8-(2-amino-6-((R)-1-(3'-chloro-5'-fluoro-3-(3-methyl-1H-pyrazol-1-yl)-[1,1'-biphenyl]-4-yl)-2,2,2-trifluoroethoxy)pyrimidin-4-yl)-2,8-diazaspiro[4.5]decane-3-carboxylate